COC=1C=C(C=CC1)[C@H]1CC[C@H](CC1)OC[C@@H]1NCCC[C@@H]1NS(=O)(=O)C N-(cis-2-(((cis-4-(3-methoxyphenyl)cyclohexyl)oxy)-methyl)piperidin-3-yl)methanesulfonamide